C(CCCCCCCCCCC)(=O)C(C(O)(C(CCCCCCCCCCC)=O)C(CCCCCCCCCCC)=O)(O)CO tri-dodecanoyl-glycerol